C(CCC)[Sn](C=1SC=C2OCC(COC21)(CCCCCCCCCC)CCCCCCCCCC)(CCCC)CCCC tributyl-(3,3-didecyl-3,4-dihydro-2H-thieno[3,4-b][1,4]dioxepin-6-yl)stannane